F[C@H]1CN(C[C@@H](C1)NC1=NC=C(C=N1)C(F)(F)F)C1=NC2=C(N1C)C=C(C(=C2)NC(C#CC(C)(C)O)=O)C N-(2-((3R,5R)-3-fluoro-5-((5-(trifluoromethyl)pyrimidin-2-yl)amino)piperidin-1-yl)-1,6-dimethyl-1H-benzo[d]imidazol-5-yl)-4-hydroxy-4-methylpent-2-ynamide